NC=1N=C(SC1C(=O)C1=CC(=NO1)C(=O)NC1CCCC1)N(C1=CC(=C(C=C1)F)F)[C@@H](C(=O)N)C |r| rac-5-[4-Amino-2-(N-(2-amino-1-methyl-2-oxoethyl)-3,4-difluoro-anilino)thiazol-5-carbonyl]-N-cyclopentyl-isoxazol-3-carboxamid